O[C@H](CNC1=NC(=CC(=C1)C=1C=C(C=CC1C)NC(=O)N1C[C@@H](CC1)CC(F)(F)F)N1CCOCC1)CO (3S)-N-[3-(2-[[(2R)-2,3-dihydroxypropyl]amino]-6-(morpholin-4-yl)pyridin-4-yl)-4-methylphenyl]-3-(2,2,2-trifluoroethyl)pyrrolidine-1-carboxamide